Cl.COC(=O)C1NCC(C1)C1=CC(=C(C=C1)OC(F)F)OC([2H])([2H])[2H] 4-(4-(difluoromethoxy)-3-methoxy-d3-phenyl)pyrrolidine-2-carboxylic acid methyl ester hydrochloride